N-(2,5-bis((phenylamino)methylene)cyclopentylidene)-N-phenyl-anilinium tetrafluoroborate F[B-](F)(F)F.C1(=CC=CC=C1)NC=C1C(C(CC1)=CNC1=CC=CC=C1)=[N+](C1=CC=CC=C1)C1=CC=CC=C1